The molecule is the pyridine N-oxide derived from the parent pyridine. It is a drug metabolite of the antihypertensive agent pinacidil. It has a role as a drug metabolite. C1=CC=[N+](C=C1)[O-]